5-oxa-8-azaspiro[2.6]nonane hydrochloride Cl.C1CC12COCCNC2